N-[(1S)-2-[4-(benzyloxycarbonylamino)butoxy]-1-methyl-ethyl]carbamic acid tert-butyl ester C(C)(C)(C)OC(N[C@H](COCCCCNC(=O)OCC1=CC=CC=C1)C)=O